bis(10-hydroxybenzo[h]quinolinate) zinc [Zn+2].OC1=CC=CC2=CC=C3C=CC(=NC3=C21)C(=O)[O-].OC2=CC=CC1=CC=C3C=CC(=NC3=C12)C(=O)[O-]